C(=O)OC(CN[C@H](CNCC1=CC=CC=C1)C)(C)C (S)-(1-(benzylamino)propan-2-yl)aminotert-butyl formate